6-(3-methanesulfonyl-1,2,4-triazin-6-yl)-5-(methoxymethoxy)-2-methyl-1,3-benzoxazole CS(=O)(=O)C=1N=NC(=CN1)C1=CC2=C(N=C(O2)C)C=C1OCOC